OCC1([C@@H](O)[C@H](O)[C@H](O1)CO)OC[C@@]1(O)[C@@H](O)[C@@H](O)[C@H](O)CO1 D-fructofuranosyl-(2→1)-α-D-tagatopyranose